ClC1=CC=C(C=C1)CNC1=CC=C(C=N1)C(=O)O 6-{[(4-chlorophenyl)methyl]amino}pyridine-3-carboxylic acid